O[C@H]1C[C@H](CO[C@@H]1CO)NC(C)=O N-((3R,5S,6R)-5-hydroxy-6-(hydroxymethyl)tetrahydro-2H-pyran-3-yl)acetamide